N5-(2-fluorophenyl)-N6-(4-(trifluoromethoxy)phenyl)-[1,2,5]oxadiazolo[3,4-b]pyrazine-5,6-diamine FC1=C(C=CC=C1)NC1=NC=2C(N=C1NC1=CC=C(C=C1)OC(F)(F)F)=NON2